Methyl 4-(2,2-difluoro-7-azaspiro[3.5]nonan-6-yl)-2-(methylamino)benzoate FC1(CC2(C1)CC(NCC2)C2=CC(=C(C(=O)OC)C=C2)NC)F